C(C)(=O)O[C@H]1[C@@H](O[C@@H]([C@H]1OC(C)=O)COC(C)=O)N1CC(=CC=C1)C(=O)OCCN1C(N(C=2N=CN(C2C1=O)C)C)=O 1-((2R,3R,4R,5R)-3,4-diacetoxy-5-(acetoxymethyl)tetrahydrofuran-2-yl)-3-((2-(3,7-dimethyl-2,6-dioxo-2,3,6,7-tetrahydro-1H-purin-1-yl)ethoxy)carbonyl)pyridine